isoprenyl neononanoate C(CCCCC(C)(C)C)(=O)OC=CC(C)=C